ClC=1C=C2C3=C(NC2=C(C1)C1=CC2=C(CC(O2)C)C=C1)C(=NC=C3)C 6-Chloro-1-methyl-8-(2-methyl-2,3-dihydro-benzofuran-6-yl)-9H-pyrido[3,4-b]indole